(R)-2-[[[3-methyl-4-(2,2,2-trifluoroethoxy)-2-pyridinyl]methyl]sulfinyl]-1H-benzimidazole CC=1C(=NC=CC1OCC(F)(F)F)C[S@@](=O)C1=NC2=C(N1)C=CC=C2